C(#N)C1=C(SC(=C1)C(=O)O)C(=O)O 3-cyanothiophene-2,5-dicarboxylic acid